2-(phenylamino)pyrimidine-4-carboxamide C1(=CC=CC=C1)NC1=NC=CC(=N1)C(=O)N